2-(difluoromethyl)pyrimidine-4,6-diamine hydrochloride Cl.FC(C1=NC(=CC(=N1)N)N)F